C(CC(CCCCCCCC)O)O undecane-1,3-diol